CC(C)[C@H]1C(=O)O[C@@H](C(=O)N([C@H](C(=O)O[C@@H](C(=O)N([C@H](C(=O)O[C@@H](C(=O)N1C)C(C)C)C(C)C)C)C(C)C)C(C)C)C)C(C)C The molecule is an enniatin obtained from formal cyclocondensation of three N-[(2R)-2-hydroxy-3-methylbutanoyl]-N-methyl-L-valine units. It has a role as an antimicrobial agent.